6-(bromomethyl)-3-fluoro-2-methoxypyridine BrCC1=CC=C(C(=N1)OC)F